C(C)OC=1C(=NC=CC1)OC1CN(CCC1)C1=CN=CC(=N1)NC1=C(C=CC=N1)F 6-((6-(3-((3-ethoxypyridin-2-yl)oxy)piperidin-1-yl)pyrazin-2-yl)amino)-5-fluoropyridin